6-(2-((5-cyclopropyl-3-(dicyclohexylmethyl)isoxazol-4-yl)methylene)-7-azaspiro[3.5]non-7-yl)-4-(trifluoromethyl)quinoline-2-carboxylic acid C1(CC1)C1=C(C(=NO1)C(C1CCCCC1)C1CCCCC1)C=C1CC2(C1)CCN(CC2)C=2C=C1C(=CC(=NC1=CC2)C(=O)O)C(F)(F)F